C(CCCCCCC)(=O)O.OCC(O)CO.OCC(O)CO diglycerin caprylate